CC1(N=C(N(C1C(=O)NC1=CC=CC=C1)OC)C1=CC(=CC=C1)C#N)C 4-methyl-2-(3-cyanophenyl)-1-methoxy-4-methyl-N-phenyl-1H-imidazole-5-carboxamide